2-{[(S)-tetrahydro-3-furylamino]methyl}-4-cyclopropyl-6-{6-cyclopropyl-4-[4-fluoro-2-(1-methyl-2-imidazolyl)phenyl]-2-pyridyl}-1,6-dihydro-1,6-diaza-7-indenone O1C[C@H](CC1)NCC=1NC=2C(N(C=C(C2C1)C1CC1)C1=NC(=CC(=C1)C1=C(C=C(C=C1)F)C=1N(C=CN1)C)C1CC1)=O